Ethyl (2-(2-(1H-Indol-6-yl)Thiazol-4-yl)Acetyl)Glycinate N1C=CC2=CC=C(C=C12)C=1SC=C(N1)CC(=O)NCC(=O)OCC